C1=CC=CC=2C3=CC=CC=C3C(C12)COC(=O)N[C@H](C(=O)O)CC1=CC=CC2=CC=CC=C12 (2S)-2-([[(9H-Fluoren-9-yl)methoxy]carbonyl]amino)-3-(naphthalen-1-yl)propanoic acid